tetradecyl ether phosphate salt P(=O)(O)(O)O.C(CCCCCCCCCCCCC)OCCCCCCCCCCCCCC